(2R,3R)-diethyl-2,3-epoxysuccinic acid C(C)[C@@]1([C@](C(=O)O)(O1)CC)C(=O)O